NC1=NC=C(C=N1)C=1C=CC=2N(C1)C(=CN2)C2=NC(=NC=C2)NC2=CC=C(C=N2)N2CCN(CC2)C(C)=O 1-(4-(6-((4-(6-(2-Aminopyrimidin-5-yl)imidazo[1,2-a]pyridin-3-yl)pyrimidin-2-yl)amino)pyridin-3-yl)piperazin-1-yl)ethan-1-one